tert-Butyl ((1S,3S)-3-((5-(3-methyl-6-oxopyridazin-1(6H)-yl)pyridin-2-yl)amino)cyclopentyl)carbamate CC1=NN(C(C=C1)=O)C=1C=CC(=NC1)N[C@@H]1C[C@H](CC1)NC(OC(C)(C)C)=O